OC1CCN(CC1)C1=CC=C(C=C1)C(C=CC1=CC(=C(C=C1)SC)OC)=O 1-[4-(4-Hydroxypiperidin-1-yl)phenyl]-3-(3-methoxy-4-methylsulfanylphenyl)prop-2-en-1-one